CNC=1OC(=CC1)NC 2,5-dimethylaminofuran